N-(cyanomethyl)-6-((2-(2-methyl-3-oxo-1-((2-(trimethylsilyl)ethoxy)methyl)-2,3-dihydro-1H-pyrazol-4-yl)pyrimidin-4-yl)amino)nicotinamide C(#N)CNC(C1=CN=C(C=C1)NC1=NC(=NC=C1)C=1C(N(N(C1)COCC[Si](C)(C)C)C)=O)=O